3-(8-amino-2-((2,6-difluorophenyl)(hydroxy)methyl)-5-(1-ethyl-1H-pyrazol-5-yl)-[1,2,4]triazolo[1,5-a]pyrazin-6-yl)benzonitrile NC=1C=2N(C(=C(N1)C=1C=C(C#N)C=CC1)C1=CC=NN1CC)N=C(N2)C(O)C2=C(C=CC=C2F)F